FC(C12CCCC(CC1)N2)(F)F 1-(trifluoromethyl)-8-azabicyclo[3.2.1]octan